C(C)(C)(C)OC(C1=CC=C(C=C1)O)=O tert.-Butyl-p-hydroxybenzoat